2,2-bis{4-(4-aminophenoxy)phenyl}hexafluoropropane NC1=CC=C(OC2=CC=C(C=C2)C(C(F)(F)F)(C(F)(F)F)C2=CC=C(C=C2)OC2=CC=C(C=C2)N)C=C1